C1(CC1)C(C1=CC(=CC=C1)[N+](=O)[O-])(F)F 1-[cyclopropyl-(difluoro)methyl]-3-nitro-benzene